5-(3-(5-(2,2-difluorocyclopropyl)-1-(difluoromethyl)-1H-pyrazol-3-yl)-2-fluoro-6-hydroxyphenyl)-1,2,5-thiadiazolidin-3-one 1,1-dioxide FC1(C(C1)C1=CC(=NN1C(F)F)C=1C(=C(C(=CC1)O)N1CC(NS1(=O)=O)=O)F)F